O1COC2=C1C=CC(=C2)/C=C/C(=O)NC2=C(C=CC=C2)OCCCC (E)-3-(benzo[d][1,3]dioxol-5-yl)-N-(2-butoxyphenyl)acrylamide